BrC1=C(C=C2C3(C(NC2=C1)=O)CC3)F 6'-bromo-5'-fluorospiro[cyclopropane-1,3'-indolin]-2'-one